FC(C=1C(=C(C=CC1)[C@@H](C)NC(=O)C1=CN(C(C=C1N[C@H]1[C@H](CNCC1)F)=O)C1(CC1)C(F)F)F)F N-((R)-1-(3-(difluoromethyl)-2-fluorophenyl)ethyl)-1-(1-(difluoromethyl)cyclopropyl)-4-(((3S,4R)-3-fluoropiperidin-4-yl)amino)-6-oxo-1,6-dihydropyridine-3-carboxamide